N-([4-[4-[[2-(4-chlorophenyl)-4,4-dimethylcyclohexen-1-yl]methyl]piperazin-1-yl]phenyl]sulfonyl)-3-nitrobenzamide ClC1=CC=C(C=C1)C1=C(CCC(C1)(C)C)CN1CCN(CC1)C1=CC=C(C=C1)S(=O)(=O)NC(C1=CC(=CC=C1)[N+](=O)[O-])=O